FC=1C=C(C=CC1F)C=1C=C(C=NC1)OC1=CC(=C(C=C1)NC1CNC1)S(=O)(=O)C N-(4-((5-(3,4-difluorophenyl)pyridin-3-yl)oxy)-2-(methyl-sulfonyl)phenyl)azetidin-3-amine